3-(1-methyl-6-(3-(piperidin-4-ylmethyl)pyrrolidin-1-yl)-1H-indazol-3-yl)piperidine-2,6-dione CN1N=C(C2=CC=C(C=C12)N1CC(CC1)CC1CCNCC1)C1C(NC(CC1)=O)=O